C(CCCCCC)(=O)OC[C@]1(O[C@H](C[C@@H]1OC(=O)OCCCCCC)N1C2=NC(=NC(=C2N=C1)N)F)C#C ((2R,3S,5R)-5-(6-amino-2-fluoro-9H-purin-9-yl)-2-ethynyl-3-(((hexyloxy)carbonyl) oxy)tetrahydro furan-2-yl)methyl heptanoate